COC[C@H](C(N[C@@](C)(CCCC1=CC=CC=C1)B1OC(C(O1)(C)C)(C)C)=O)NC(OC(C)(C)C)=O tert-butyl ((R)-3-methoxy-1-oxo-1-(((S)-5-phenyl-2-(4,4,5,5-tetramethyl-1,3,2-dioxaborolan-2-yl) pentan-2-yl)amino)propan-2-yl)carbamate